5-bromo-4-chloro-1H-pyrrolo[2,3-b]pyridine-3-carboxylic acid BrC=1C(=C2C(=NC1)NC=C2C(=O)O)Cl